C(C)OC(=O)C1CN(CCC1)C(C1=CC=C(C=C1)NC(=O)NC12C[C@]3(C[C@](CC(C1)C3)(C2)C)C)=O 1-(4-{3-[(1r,3R,5S,7r)-3,5-dimethyladamantane-1-yl]ureido}benzoyl)piperidine-3-carboxylic acid ethyl ester